methyl (R)-2-(difluoromethyl)-4-(3-fluoro-2-(1-fluoroethyl) phenyl)-5-oxo-1,4,5,7-tetrahydrofuro[3,4-b]pyridine-3-carboxylate FC(C1=C([C@@H](C2=C(N1)COC2=O)C2=C(C(=CC=C2)F)C(C)F)C(=O)OC)F